3,5,7,8-tetramethyl-1,10-phenanthroline CC=1C=NC2=C3N=CC(=C(C3=CC(=C2C1)C)C)C